6-[(3S)-3-(cyanomethyl)piperazin-1-yl]-N-(3-methoxy-1-naphthyl)-2-[(1-methyl-2-piperidyl)methoxy]pyrimidine-4-carboxamide C(#N)C[C@H]1CN(CCN1)C1=CC(=NC(=N1)OCC1N(CCCC1)C)C(=O)NC1=CC(=CC2=CC=CC=C12)OC